(R)-3-bromo-2-hydroxy-4-((1-hydroxy-2-methoxy-6-methyl-4-oxocyclohexa-2,5-diene-1-carbonyl)oxy)-5,6-dimethylbenzoate BrC=1C(=C(C(=O)[O-])C(=C(C1OC(=O)[C@@]1(C(=CC(C=C1C)=O)OC)O)C)C)O